[Si](C)(C)(C(C)(C)C)OCCCOC1=NN(C(=C1[N+](=O)[O-])C)C1CC2(COC2)C1 3-(3-((tert-butyldimethylsilyl)oxy)propoxy)-5-methyl-4-nitro-1-(2-oxaspiro[3.3]heptan-6-yl)-1H-pyrazole